FC=1C=C(C=CC1)CC1CN(CCC1)C(=O)C=1C=C(C=NC1OC)C1=CC(=C2C(=NC=NN21)N)C(F)(F)F 7-(5-{3-[(3-fluorophenyl)methyl]piperidine-1-carbonyl}-6-methoxypyridin-3-yl)-5-(trifluoromethyl)pyrrolo[2,1-f][1,2,4]triazin-4-amine